1-(7,8-dihydro-[1,4]dioxino[2',3':5,6]benz[1,2-d]thiazol-2-yl)-5-(prop-1-yn-1-yl)imidazolidin-2-one N1=C(SC2=C1C1=C(C=C2)OCCO1)N1C(NCC1C#CC)=O